N'-(2-piperazin-1-ylethyl)ethane-1,2-diamine N1(CCNCC1)CCNCCN